NC=1N=C(C2=C(N1)NC(=C2)C=2C=NC=C(C2)F)C=2C(=C(C=CC2)N2C(C1=C(C=C(C=C1C=C2)C2CC2)F)=O)CO 2-{3-[2-amino-6-(5-fluoropyridin-3-yl)-7H-pyrrolo[2,3-d]pyrimidin-4-yl]-2-(hydroxymethyl)phenyl}-6-cyclopropyl-8-fluoroisoquinolin-1(2H)-one